O(S(=O)(=O)C(F)(F)F)C1CC1 Cyclopropyl triflate